NC=1C2=C(N=CN1)N(C=C2C#CC2=C(C=CC=C2F)OCC)[C@@H]2C=C([C@H]([C@H]2O)O)CNS(N)(=O)=O 4-amino-7-[(1R,4R,5S)-4,5-dihydroxy-3-[(sulfamoylamino)methyl]cyclopent-2-en-1-yl]-5-[2-(2-ethoxy-6-fluorophenyl)ethynyl]pyrrolo[2,3-d]pyrimidine